[2-(4-Cyano-phenyl)-4-methyl-2H-pyrazol-3-yl]-carbamic acid (R)-1-(2-chloro-phenyl)-ethyl Ester ClC1=C(C=CC=C1)[C@@H](C)OC(NC=1N(N=CC1C)C1=CC=C(C=C1)C#N)=O